C(=O)(O)CCCC(=O)OC1=C(C(/C=C/C2=CC=C(C=C2)OC)=O)C(=CC(=C1)OC)OC 2'-(4-Carboxybutanoyloxy)-4,4',6'-trimethoxychalcone